3-aminophenylboric acid hemisulfate S(=O)(=O)(O)O.NC=1C=C(C=CC1)OB(O)O.NC=1C=C(C=CC1)OB(O)O